COP(=O)(OC)O.O1C=CC(C2=C1C=CC=C2)=O (4H-benzopyran-4-one) dimethyl-phosphate